tert-butyl (1S,2R,3R,5R)-3-((6-((5-(difluoromethoxy)-1H-pyrazol-3-yl)amino)pyrazin-2-yl)oxy)-2-fluoro-8-azabicyclo[3.2.1]octane-8-carboxylate FC(OC1=CC(=NN1)NC1=CN=CC(=N1)O[C@H]1[C@@H]([C@@H]2CC[C@H](C1)N2C(=O)OC(C)(C)C)F)F